Sulfadiazine-13C6 C1=CN=C(N=C1)NS(=O)(=O)[13C]2=[13CH][13CH]=[13C]([13CH]=[13CH]2)N